[N-]=[N+]=[N-].C12C#CCCCCC2C1 (bicyclo[6.1.0]nonyne) azide